tert-butyl N-[(3-iodo-4-oxo-pyrido[1,2-a]pyrimidin-7-yl)methyl]-N-(2-methoxyethyl)carbamate IC1=CN=C2N(C1=O)C=C(C=C2)CN(C(OC(C)(C)C)=O)CCOC